N-(2-aminoethyl)-7-cyano-N-(cyclopropylmethyl)-1H-indole-2-carboxamide formate C(=O)O.NCCN(C(=O)C=1NC2=C(C=CC=C2C1)C#N)CC1CC1